Cl[SiH](C1=CC=CC=C1)C1=CC=CC=C1 chloro-diphenyl-silane